C1(CC1)CC=1C2=C(S(C1)(=O)=O)C(=CC=C2)NC2C(CN(CC2)C)(F)F 3-(cyclopropylmethyl)-7-((3,3-difluoro-1-methylpiperidin-4-yl)amino)-1,1-dioxidobenzo[b]thiophen